COC(=O)[C@H](COCC1=CC=CC=C1)N.Cl O-benzyl-L-serine methyl ester hydrochloride